acryloyloxybutyl-methyl-dimethoxysilane C(C=C)(=O)OCCCC[Si](OC)(OC)C